8-methylsulfinyl-octyl isothiocyanate CS(=O)CCCCCCCCN=C=S